Ethyl 2-(4-bromo-2,3,6-trifluorobenzyl)-4-fluoro-1-(2-methoxyethyl)-1H-benzo[d]imidazole-6-carboxylate BrC1=C(C(=C(CC2=NC3=C(N2CCOC)C=C(C=C3F)C(=O)OCC)C(=C1)F)F)F